N[C@@H](CS)C(=O)O ls-cysteine